N-((Tetrahydrofuran-2-yl)methyl)isoindolin-4-amine hydrochloride Cl.O1C(CCC1)CNC=1C=2CNCC2C=CC1